1-eicosanoyl-2-octadecanoyl-sn-glycero-3-phosphocholine C(CCCCCCCCCCCCCCCCCCC)(=O)OC[C@@H](OC(CCCCCCCCCCCCCCCCC)=O)COP(=O)([O-])OCC[N+](C)(C)C